9-bromo-7-methylpyrazolo[1,5-a]quinazolin-5(4H)-one BrC=1C=C(C=C2C(NC=3N(C12)N=CC3)=O)C